1-(2,6,10-trimethylcyclododeca-1,5,9-trien-1-yl)ethanone CC1=C(CCC(=CCCC(=CCC1)C)C)C(C)=O